(6R*)-7-tert-butyl 1-ethyl 2-(4-cyclopropoxyphenyl)-6-methyl-3-oxo-5H,6H,8H-imidazo[1,5-a]pyrazine-1,7-dicarboxylate C1(CC1)OC1=CC=C(C=C1)N1C(N2C(CN([C@@H](C2)C)C(=O)OC(C)(C)C)=C1C(=O)OCC)=O |o1:16|